CN([C@@H](C(C)C)C(=O)OC)C(=O)C1CN(C1)S(=O)(=O)C1[N@@](C1)C methyl N-methyl-N-(1-(((R)-1-methylaziridin-2-yl) sulfonyl) azetidine-3-carbonyl)-L-valinate